sodium chlorodifluoroacetate ClC(C(=O)[O-])(F)F.[Na+]